COC=1C=CC2=C(N=CN2)C1 6-methoxybenzimidazole